bis(2-((3r,5r,7r)-adamantan-1-yl)ethyl)11-(2-(diethylamino)ethyl)-5,17-dihexyl-7,15-dioxo-6,8,14,16-tetraoxa-11-Azahenicosandioate C12(CC3CC(CC(C1)C3)C2)CCOC(CCCC(OC(OCCN(CCOC(OC(CCCC(=O)OCCC23CC1CC(CC(C2)C1)C3)CCCCCC)=O)CCN(CC)CC)=O)CCCCCC)=O